N-(4-fluoro-3-(trifluoromethyl)phenyl)thieno[3,2-c]pyridine-2-carboxamide FC1=C(C=C(C=C1)NC(=O)C1=CC=2C=NC=CC2S1)C(F)(F)F